7-Fluoro-4-methoxy-1-{2-[6-(1-methyl-2-oxo-1,2,3,4-tetrahydro-quinazolin-7-yl)-pyrimidin-4-ylamino]-ethyl}-1H-indole-2-carbonitrile FC=1C=CC(=C2C=C(N(C12)CCNC1=NC=NC(=C1)C1=CC=C2CNC(N(C2=C1)C)=O)C#N)OC